(S)-methyl 2-((4-(2-(difluoromethyl)-1H-benzo[d]imidazol-1-yl)-6-morpholino-1,3,5-triazin-2-yl)amino)-2-phenylacetate FC(C1=NC2=C(N1C1=NC(=NC(=N1)N1CCOCC1)N[C@H](C(=O)OC)C1=CC=CC=C1)C=CC=C2)F